(2R,4R)-N-[2-(cyclohexylamino)-2-oxo-1-(3-pyridyl)ethyl]-4-hydroxy-N-[4-[1,2,2,2-tetrafluoro-1-(trifluoromethyl)ethyl]phenyl]pyrrolidine-2-carboxamide C1(CCCCC1)NC(C(C=1C=NC=CC1)N(C(=O)[C@@H]1NC[C@@H](C1)O)C1=CC=C(C=C1)C(C(F)(F)F)(C(F)(F)F)F)=O